N1CC(C1)C=1C=C(C(=NC1)C1=CC(=CN1C)C(=O)OC)OCC1=CC(=CC(=C1)F)F methyl 5-[5-(azetidin-3-yl)-3-[(3,5-difluorophenyl)methoxy] pyridin-2-yl]-1-methylpyrrole-3-carboxylate